N-(1-benzylpiperidin-3-yl)-3-methylbicyclo[1.1.1]pentane-1-carboxamide C(C1=CC=CC=C1)N1CC(CCC1)NC(=O)C12CC(C1)(C2)C